C(CCCCCCCCCCC)C1=C(C=CC=C1)OC(NC1CC(CC(C1)(C)C)(C)CNC(=O)OC1=C(C=CC=C1)CCCCCCCCCCCC)=O 3-((dodecylphenoxy)carbonylamino-methyl)-3,5,5-trimethylcyclohexyl-carbamic acid (dodecylphenyl) ester